tert-butyl (2-((4-((3-bromo-4-fluorophenyl)carbamoyl)-1,2,5-thiadiazol-3-yl)thio)ethyl)carbamate BrC=1C=C(C=CC1F)NC(=O)C=1C(=NSN1)SCCNC(OC(C)(C)C)=O